3-morpholino-pyrazine-2-carboxylate O1CCN(CC1)C=1C(=NC=CN1)C(=O)[O-]